ClC=1C(=C(C=CC1Cl)NC1=NC=NC2=CC(=C(C=C12)OC1CC(C1)NC(OC(C)(C)C)=O)O)F tert-butyl ((1s,3s)-3-((4-((3,4-dichloro-2-fluorophenyl)amino)-7-hydroxyquinazolin-6-yl)oxy)cyclobutyl)carbamate